NC(CC=1C=C2C(=NC(=NN2C1Cl)Cl)NCC=1OC=CC1)CF 6-(2-amino-3-fluoropropyl)-2,7-dichloro-N-(furan-2-ylmethyl)pyrrolo[2,1-f][1,2,4]triazin-4-amine